COC1(OC2=CC=CC=C2C(C1)=O)OC dimethoxychroman-4-one